N1N=CC=C1C1CN(CCC1)C=1C2=C(N=C(N1)OC[C@]13CCCN3C[C@@H](C1)F)C(=C(N=C2)C2=CC(=CC1=CC=C(C(=C21)CC)F)O)F 4-(4-(3-(1H-Pyrazol-5-yl)piperidin-1-yl)-8-fluoro-2-(((2R,7aS)-2-fluorotetrahydro-1H-pyrrolizin-7a(5H)-yl)methoxy)pyrido[4,3-d]pyrimidin-7-yl)-5-ethyl-6-fluoronaphthalen-2-ol